(3S)-3-{[2-(2-bromophenyl)[1,2,4]triazolo[1,5-c]quinazolin-5-yl]amino}azepin-2-one BrC1=C(C=CC=C1)C1=NN2C(=NC=3C=CC=CC3C2=N1)NC=1C(N=CC=CC1)=O